6-(4-(4-(2-(2-aminopyridin-3-yl)-5-phenyl-3H-imidazo[4,5-b]pyridin-3-yl)benzyl)piperazine-1-carbonyl)picolinonitrile NC1=NC=CC=C1C1=NC=2C(=NC(=CC2)C2=CC=CC=C2)N1C1=CC=C(CN2CCN(CC2)C(=O)C2=CC=CC(=N2)C#N)C=C1